methyl-6-[4-(difluoromethyl)phenyl]-5-[4-[4-(dimethoxymethyl)-1-piperidyl]phenyl]-8,9-dihydro-7H-benzo[7]annulene-2-carboxylate COC(=O)C=1C=CC2=C(CCCC(=C2C2=CC=C(C=C2)N2CCC(CC2)C(OC)OC)C2=CC=C(C=C2)C(F)F)C1